2-(3-chlorobenzyl)-3-(2-fluorophenyl)-2,4,5,6-tetrahydropyrrolo[3,4-c]pyrazole ClC=1C=C(CN2N=C3C(=C2C2=C(C=CC=C2)F)CNC3)C=CC1